C(CCC)(O)O 4-cis-butanediol